2-bromo-1-[4-(methylsulfonyl)phenoxy]-4-nitrobenzene BrC1=C(C=CC(=C1)[N+](=O)[O-])OC1=CC=C(C=C1)S(=O)(=O)C